NC1=CC=CC(=N1)S(=O)(=O)NC(=O)C=1C(=NC=C(C1)C1=C(C=CC=C1)OCC(C)C)N1C(CC(C1)C)(C)C N-[(6-Amino-2-pyridyl)sulfonyl]-5-(2-isobutoxyphenyl)-2-(2,2,4-trimethylpyrrolidin-1-yl)pyridin-3-carboxamid